O=C1NC(CCC1N1C(C2=CC=CC(=C2C1=O)OCCCCC(=O)N1CCC(CC1)C1=CC=C(C(=O)N2CCC(CC2)CCCCNC(\C=C\C=2C=NC=CC2)=O)C=C1)=O)=O (E)-N-(4-(1-(4-(1-(5-((2-(2,6-dioxopiperidin-3-yl)-1,3-dioxoisoindolin-4-yl)oxy)pentanoyl)piperidin-4-yl)benzoyl)piperidin-4-yl)butyl)-3-(pyridin-3-yl)acrylamide